C(#N)CNC(C(=O)C=1C(=C(N(C1C)C)C(=O)OCC)C)=O ethyl 4-(2-((cyanomethyl) amino)-2-oxoacetyl)-1,3,5-trimethyl-1H-pyrrole-2-carboxylate